3-(1,2,3-triazol-4-yl)Alanine N1N=NC(=C1)C[C@H](N)C(=O)O